(R)-2-methoxy-5-(4-((3-(methylseleno)-1-oxo-1-(1-piperidinyl)-2-propanyl)amino)-6-quinazolinyl)nicotinonitrile COC1=C(C#N)C=C(C=N1)C=1C=C2C(=NC=NC2=CC1)N[C@H](C(N1CCCCC1)=O)C[Se]C